bis(p-trimethylsilyl-phenyl)methylene(cyclopentadienyl)(2,7-di-t-butyl-9-fluorenyl)hafnium C[Si](C1=CC=C(C=C1)C(=[Hf](C1C2=CC(=CC=C2C=2C=CC(=CC12)C(C)(C)C)C(C)(C)C)C1C=CC=C1)C1=CC=C(C=C1)[Si](C)(C)C)(C)C